ethyl-1H-1,2,3-triazole-4-carboxylic acid C(C)N1N=NC(=C1)C(=O)O